C(CCC(=O)OOCC)(=O)OC=C(C)C 2-methylpropenyl ethoxy succinate